O1[C@@H](CCC=C1)[C@H](C)N[S@@](=O)C(C)(C)C (S)-N-[(1S)-1-[(2S)-3,4-dihydro-2H-pyran-2-yl]ethyl]-2-methyl-propane-2-sulfinamide